C1(CCC1)OC1=C(C(=O)O)C=CC(=C1F)C1=NC=NC(=C1)NCCC=1C2=C(SC1C)C(=CC=C2F)OC 2-Cyclobutoxy-3-fluoro-4-{6-[2-(4-fluoro-7-methoxy-2-methyl-benzo[b]thiophen-3-yl)-ethylamino]-pyrimidin-4-yl}benzoic acid